4-methylenedioxybenzeneglycolic acid C1OC2=CC=C(C=C2O1)C(C(=O)O)O